3-[2-amino-9-[[4-nitro-3-(trifluoromethyl)phenyl]methyl]purin-6-yl]-2-fluorobenzonitrile NC1=NC(=C2N=CN(C2=N1)CC1=CC(=C(C=C1)[N+](=O)[O-])C(F)(F)F)C=1C(=C(C#N)C=CC1)F